gold-silver silicon [Si].[Ag].[Au]